C(C)OC(=O)C1=NN(C2=C1C(CC=1C=NC(=NC21)N)(C)C)C2OCCCC2 8-amino-4,4-dimethyl-1-(tetrahydro-2H-pyran-2-yl)-4,5-dihydro-1H-pyrazolo[4,3-H]quinazoline-3-carboxylic acid ethyl ester